(1R,2S,3R,5R)-3-(4-amino-5-bromo-2-chloro-7H-pyrrolo[2,3-d]pyrimidin-7-yl)-5-(((3-((4-fluorophenethyl)amino)propyl)(1H-pyrazol-4-yl)amino)methyl)cyclopentane-1,2-diol NC=1C2=C(N=C(N1)Cl)N(C=C2Br)[C@H]2[C@@H]([C@@H]([C@H](C2)CN(C=2C=NNC2)CCCNCCC2=CC=C(C=C2)F)O)O